t-butyl(4-(ethylthio)-1-methyl-3-(7-(trifluoromethyl)imidazo[1,2-c]pyrimidin-2-yl)-1H-pyrazol-5-yl)carbamate C(C)(C)(C)OC(NC1=C(C(=NN1C)C=1N=C2N(C=NC(=C2)C(F)(F)F)C1)SCC)=O